ClC=1NC2=CC=C(C=C2C(N1)=O)Cl 2,6-dichloroquinazolin-4(1H)-one